1-((5-(1-fluorocyclobutyl)-1,3,4-oxadiazol-2-yl)methyl)-6-(4-methoxypyrrolo[2,1-f][1,2,4]triazin-5-yl)-2-methyl-1H-imidazo[4,5-b]pyridine FC1(CCC1)C1=NN=C(O1)CN1C(=NC2=NC=C(C=C21)C=2C=CN1N=CN=C(C12)OC)C